C1(=CC=CC2=CC=CC=C12)CC(=O)[O-] 2-naphthalen-1-ylacetate